N1N=CC=C1C(=O)N 1H-pyrazole-5-formamide